methyl carbonochloridate C(OC)(=O)Cl